2,2'-(1,4-Phenylen)-bis-1H-benzimidazol C1(=CC=C(C=C1)C1=NC2=C(N1)C=CC=C2)C2=NC1=C(N2)C=CC=C1